methoxy-N-(piperidin-4-yl)isoquinolin-5-amine hydrochloride Cl.COC1=NC=CC=2C(=CC=CC12)NC1CCNCC1